5-methyl-3-(2-(3-(2,6-dimethoxyphenyl)-4-oxothiazolidine-2-ylidene)hydrazono)-1H-indol-2-one CC=1C=C2C(C(NC2=CC1)=O)=NN=C1SCC(N1C1=C(C=CC=C1OC)OC)=O